N-(6-((3-Fluorophenyl)amino)-1H-indazol-3-yl)-4-(1-methylpiperidin-4-yl)benzamid FC=1C=C(C=CC1)NC1=CC=C2C(=NNC2=C1)NC(C1=CC=C(C=C1)C1CCN(CC1)C)=O